(S)-N-(3-(4-chlorophenyl)-3-hydroxypropyl)-4-methyl-2-(3-(methylcarbamoyl)-1H-indazol-6-yl)thiazole-5-carboxamide Ethylallophanat C(C)OC(NC(=O)N)=O.ClC1=CC=C(C=C1)[C@H](CCNC(=O)C1=C(N=C(S1)C1=CC=C2C(=NNC2=C1)C(NC)=O)C)O